zinc behenyl phosphate P(=O)(OCCCCCCCCCCCCCCCCCCCCCC)([O-])[O-].[Zn+2]